bis-(2-ethylhexyl) azelate C(CCCCCCCC(=O)OCC(CCCC)CC)(=O)OCC(CCCC)CC